5-(2-ethoxy-3-pyridinyl)-1-isopropyl-N,3-dimethyl-pyrazolo[4,3-b]pyridin-7-amine C(C)OC1=NC=CC=C1C1=CC(=C2C(=N1)C(=NN2C(C)C)C)NC